2-(3-cyclopropyl-1H-pyrazol-1-yl)-N-(4,4-difluorocyclohexyl)-6-(1,4-oxazepan-4-yl)pyrimidin-4-amine C1(CC1)C1=NN(C=C1)C1=NC(=CC(=N1)NC1CCC(CC1)(F)F)N1CCOCCC1